C(C)(C)(C)OC(=O)N1C[C@H](CC1)OC=1C=C2C(N(C(C2=CC1)=O)C1C(NC(CC1)=O)=O)=O (3S)-3-((2-(2,6-dioxopiperidin-3-yl)-1,3-dioxoisoindolin-5-yl)oxy)-pyrrolidine-1-carboxylic acid tert-butyl ester